3-[2-(3,4-Dimethoxyphenyl)-2-oxoethyl]-1-methylimidazole COC=1C=C(C=CC1OC)C(CN1CN(C=C1)C)=O